[2-isothiocyanato-2-[3-(trifluoromethyl)phenyl]propyl] 2,2-dimethylpropanoate CC(C(=O)OCC(C)(C1=CC(=CC=C1)C(F)(F)F)N=C=S)(C)C